4-ethyl-8-fluoro-4-hydroxy-11-(3-cyclopropylaminopropyl)-9-methyl-1,12-dihydro-14H-pyrano[3',4':6,7]indolizino[1,2-b]quinoline-3,14(4H)-dione C(C)C1(C(OCC=2C(N3CC=4C(=NC=5C=C(C(=CC5C4CCCNC4CC4)C)F)C3=CC21)=O)=O)O